(Z)-3,7-Dimethyl-2,6-octadienyl butyrate C(CCC)(=O)OC\C=C(/CCC=C(C)C)\C